C1(=CC(=CC=C1)OC1CC(CCC1)C(CNCC1=CC=C(C=C1)O)C)C 4-(((2-(3-(m-tolyloxy)cyclohexyl)propyl)amino)methyl)phenol